Tetradecylamine lauryl-sarcosinate C(CCCCCCCCCCC)N(C)CC(=O)O.C(CCCCCCCCCCCCC)N